4-(3-(2-aminopyrimidin-4-yl)-1H-pyrrolo[2,3-b]pyridin-5-yl)-2-methylbut-3-yn-2-ol NC1=NC=CC(=N1)C1=CNC2=NC=C(C=C21)C#CC(C)(O)C